O(C1=CC=CC=C1)CCN(CCC(C(=O)O)NC(CC1=CC=C(C=C1)C)=O)CCCCC1=NC=2NCCCC2C=C1 4-[2-phenoxyethyl-[4-(5,6,7,8-tetrahydro-1,8-naphthyridin-2-yl)butyl]amino]-2-[[2-(p-tolyl)acetyl]amino]butanoic acid